FC=1C(=C(C=C(C1)F)[Ir+]C=1C(=NC=CC1)C(=O)O)C1=NC=CC=C1 3,5-difluoro-2-(2-pyridyl)phenyl-(2-carboxypyridyl)iridium(III)